N-(2,6-dichlorobenzoyl)-O-(4-(5,6,7,8-tetrahydro-1,8-naphthyridin-2-yl)butyl)homoserine ClC1=C(C(=O)N[C@@H](CCOCCCCC2=NC=3NCCCC3C=C2)C(=O)O)C(=CC=C1)Cl